C1(CCC1)[C@@](C(F)(F)C=1C(=C(C=CC1)[C@@H](C)NC=1C2=C(N=C(N1)C)C=NC(=C2)P(C)(C)=O)F)(C)O (4-(((1R)-1-(3-((2R)-2-cyclobutyl-1,1-difluoro-2-hydroxypropyl)-2-fluorophenyl)ethyl)amino)-2-methylpyrido[3,4-d]pyrimidin-6-yl)dimethylphosphine oxide